4-(4-amino-7-bromo-2-{4-[(2-fluoroacrylamino)]-2-methylphenyl}-1-methylpyrrolo[3,2-c]pyridin-3-yl)-N-(2,2-difluorocyclopropyl)-2-methoxybenzamide NC1=NC=C(C2=C1C(=C(N2C)C2=C(C=C(C=C2)NC(=O)C(=C)F)C)C2=CC(=C(C(=O)NC1C(C1)(F)F)C=C2)OC)Br